CN1N=CC(=C1C1=CC=2N(C=C1)N=C(C2)NC=2N=NC(=CC2)C)OC[C@@H]2N(CCC2)C 5-[2-methyl-4-[[(2R)-1-methylpyrrolidin-2-yl]methoxy]pyrazol-3-yl]-N-(6-methylpyridazin-3-yl)pyrazolo[1,5-a]pyridin-2-amine